ClC=1C=C(C=CC1F)NC(N(CC1=NN=C2N1CCCCC2)C2=CC=C(C=C2)NC)=O 3-(3-chloro-4-fluorophenyl)-1-(4-(methylamino)phenyl)1-((6,7,8,9-tetrahydro-5H-[1,2,4]triazolo[4,3-a]azepin-3-yl)methyl)urea